(4-(4-(trifluoromethyl)benzoyl)piperazin-1-yl)methanone FC(C1=CC=C(C(=O)N2CCN(CC2)C=O)C=C1)(F)F